6-bromo-7-fluoro-2-[[(1R,3S)-3-[1-[(4-methoxyphenyl)methyl]-6-oxo-5-(trifluoromethyl)pyridazin-4-yl]oxycyclohexyl]methyl]isoquinolin-1-one BrC=1C=C2C=CN(C(C2=CC1F)=O)C[C@H]1C[C@H](CCC1)OC=1C=NN(C(C1C(F)(F)F)=O)CC1=CC=C(C=C1)OC